p-Nitrophenyl dodecanoate C(CCCCCCCCCCC)(=O)OC1=CC=C(C=C1)[N+](=O)[O-]